C(=S)[S-].C(CCCC)[Bi+]CCCCC dipentyl-bismuth dithioformate